FC1(C[C@H](N(C1)C(=O)OCC=C)CO)F allyl (S)-4,4-difluoro-2-(hydroxymethyl)pyrrolidine-1-carboxylate